N1(CCCCC1)C1CCN(CC1)C(=O)OC1=CC2=CC=CC=C2C=C1 naphthalen-2-yl [1,4'-bipiperidine]-1'-carboxylate